2-(3,4-dimethoxyphenyl)-7-(1-methyl-1,2,3,6-tetrahydropyridin-4-yl)-4H-quinolizin-4-one COC=1C=C(C=CC1OC)C=1C=C2C=CC(=CN2C(C1)=O)C=1CCN(CC1)C